ethyl 2-(5-chloro-2-fluoro-4-(4-hydroxy-3-isopropylbenzyl)-3-isopropylphenoxy)acetate ClC=1C(=C(C(=C(OCC(=O)OCC)C1)F)C(C)C)CC1=CC(=C(C=C1)O)C(C)C